CN(CCCC1C(OC2=CC(=CC(=C2C1=O)O)OC)C1=CC(=C(C(=C1)OC)OC)OC)C 3-(3-(dimethylamino)propyl)-5-hydroxy-7-methoxy-2-(3,4,5-trimethoxyphenyl)chroman-4-one